(2s,6s)-tert-butyl 2-(hydroxymethyl)-6-methylmorpholine-4-carboxylate OC[C@@H]1CN(C[C@@H](O1)C)C(=O)OC(C)(C)C